(3R,4R)-1-cyclopropylmethyl-4-{[3-(2,4-difluoro-phenyl)-isoxazole-5-carbonyl]-amino}-piperidine-3-carboxylic acid ((1S,2R)-2-phenyl-cyclopropyl)-amide C1(=CC=CC=C1)[C@@H]1[C@H](C1)NC(=O)[C@@H]1CN(CC[C@H]1NC(=O)C1=CC(=NO1)C1=C(C=C(C=C1)F)F)CC1CC1